C(C)(=O)N[C@H]1C(O[C@@H]([C@H]([C@@H]1O[C@@H](C(=O)N[C@H](C(=O)N[C@H](CCC(=O)O)C(=O)N)C)C)O)CO)O (4R)-4-((2S)-2-((2R)-2-(((3R,4R,5S,6R)-3-acetamido-2,5-dihydroxy-6-(hydroxymethyl)tetrahydro-2H-pyran-4-yl)oxy)propanamido)propanamido)-5-amino-5-oxopentanoic acid